F[C@H]1CN(CC[C@H]1NC1=C2C=C(N(C2=CC=C1)CC(F)(F)F)C1=NOC(=N1)CNC(=O)C1=CN(C=C1)C1COCC1)C N-{[3-(4-{[(3S,4R)-3-fluoro-1-methylpiperidin-4-yl]amino}-1-(2,2,2-trifluoroethyl)-1H-indol-2-yl)-1,2,4-oxadiazol-5-yl]methyl}-1-(oxolan-3-yl)-1H-pyrrole-3-carboxamide